tert-butyl ((1S,2S)-1-(4-bromothiazol-2-yl)-1-((S)-3-cyanomorpholino)-3-hydroxypropan-2-yl)carbamate BrC=1N=C(SC1)[C@H]([C@@H](CO)NC(OC(C)(C)C)=O)N1[C@H](COCC1)C#N